FC1=NN=C2N1C1=CC(=CC=C1C(=N2)N2CCCC1=C(C=CC=C21)C2=CC=C(C=C2)C)N fluoro-5-(5-(p-tolyl)-3,4-dihydroquinolin-1(2H)-yl)-[1,2,4]triazolo[4,3-a]quinazolin-8-amine